N-(2-(4-(tert-butyl)phenyl)-6-methyl-6H-pyrrolo[3,4-d]pyrimidin-4-yl)-5-nitrothiophene-2-carboxamide C(C)(C)(C)C1=CC=C(C=C1)C=1N=C(C=2C(N1)=CN(C2)C)NC(=O)C=2SC(=CC2)[N+](=O)[O-]